C[C@]12CC[C@@H]3[C@H](OC(C3=C)=O)C2=C(C(C=C1)=O)C (3aS,5aS,9bS)-5a,9-dimethyl-3-methylene-3a,5,5a,9b-tetrahydronaphtho[1,2-b]furan-2,8(3H,4H)-dione